4-imidazolecarbaldehyde N1C=NC(=C1)C=O